N-[5-(dimethylamino)-2-pyridinyl]-2,2,3,3-tetramethyl-cyclopropanecarboxamide CN(C=1C=CC(=NC1)NC(=O)C1C(C1(C)C)(C)C)C